imidazo[1,2-a]pyridine-2-carboxylate N=1C(=CN2C1C=CC=C2)C(=O)[O-]